C(C1=CC=CC=C1)OC1=C(C=CC=C1)C=1N=C2N(C=C(C(=N2)N)I)C1 (2-benzyloxyphenyl)-6-iodo-imidazo[1,2-a]pyrimidin-7-amine